C(C)(C)(C)OC(=O)N1C[C@@H]([C@H](CC1)CNC(C)C1=NC=2N(C(=C1)NCC1=CC(=CC=C1)N)N=CC2C(C)C)O (3R,4R)-4-(((1-(7-((3-aminobenzyl)amino)-3-isopropylpyrazolo[1,5-a]pyrimidin-5-yl)ethyl)amino)methyl)-3-hydroxypiperidine-1-carboxylic acid tert-butyl ester